(S)-2-(3-((4-(cyclopropylamino)-1,3,5-triazin-2-yl)oxy)pyrrolidin-1-yl)-N-(3-(2-((1,5-dimethyl-1H-pyrazol-3-yl)amino)-5-methylpyrimidin-4-yl)-1H-indol-7-yl)acetamide C1(CC1)NC1=NC(=NC=N1)O[C@@H]1CN(CC1)CC(=O)NC=1C=CC=C2C(=CNC12)C1=NC(=NC=C1C)NC1=NN(C(=C1)C)C